2-(6-amino-5-(8-(2-(3-(piperidin-1-yl)prop-1-yn-1-yl)pyridin-4-yl)-3,8-diazabicyclo[3.2.1]octan-3-yl)pyridazin-3-yl)phenol NC1=C(C=C(N=N1)C1=C(C=CC=C1)O)N1CC2CCC(C1)N2C2=CC(=NC=C2)C#CCN2CCCCC2